N-[(E)-(1-Hydroxy-3H-2,1-benzoxaborol-5-yl)methylenamino]-N-(2-Methoxyethyl)-7-methyl-thieno[3,2-d]pyrimidin-4-amin OB1OCC2=C1C=CC(=C2)\C=N\N(C=2C1=C(N=CN2)C(=CS1)C)CCOC